C(C1=CC=CC=C1)N1C[C@H]2CNC[C@H]2C1 (3aS,6aR)-2-benzyl-octahydropyrrolo[3,4-c]pyrrole